tert-butyl (3S)-3-methyl-4-[8-({3-methyl-4-[(1-methyl-1,3-benzodiazol-5-yl)oxy]phenyl}amino)-[1,3]diazino[5,4-d]pyrimidin-2-yl]piperazine-1-carboxylate C[C@H]1CN(CCN1C=1N=CC2=C(N1)C(=NC=N2)NC2=CC(=C(C=C2)OC2=CC1=C(N(C=N1)C)C=C2)C)C(=O)OC(C)(C)C